CC1=NC(=CC=C1OC[C@@H]1[C@H](CCCC1)C(=O)O)C=1N=NN(C1NC(=O)O[C@H](C)CCC)C (1S,2S)-2-(((2-methyl-6-(1-methyl-5-(((((R)-pentan-2-yl)oxy)carbonyl)amino)-1H-1,2,3-triazol-4-yl)pyridin-3-yl)oxy)methyl)cyclohexane-1-carboxylic acid